C(C)(C)(C)OC(=O)N1CCC(CCC1)(O)C1=CC=C(C=C1)F.C(C)(=O)NC=1N=C2N(N=C(C=C2)C=2C=C(C(=NC2)C)C(=O)NCC2=C(C=CC=C2)OC2COCC2)C1 5-{2-acetamidoimidazo[1,2-b]pyridazin-6-yl}-2-methyl-N-{[2-(oxolan-3-yloxy)phenyl]methyl}pyridine-3-carboxamide tert-butyl-4-(4-fluorophenyl)-4-hydroxyazepane-1-carboxylate